C(C)OC1C(CCC(C1)C(=C)C)=C 2-ethoxy-4-(1-methylvinyl)-1-methylenecyclohexane